Hexaethylene glycol diheptyl ether C(CCCCCC)OCCOCCOCCOCCOCCOCCOCCCCCCC